tert-butyl ((4-(cyclohexanecarbonyl)-4,5,6,7-tetrahydropyrazolo[1,5-a]pyrimidin-6-yl)methyl)carbamate C1(CCCCC1)C(=O)N1C=2N(CC(C1)CNC(OC(C)(C)C)=O)N=CC2